(7-((4-((cyclopentylmeth-yl)amino)-5-(trifluoromethyl)-7H-pyrrolo[2,3-d]pyrimidin-2-yl)amino)-2,3-dihydrobenzo-furan-4-yl)(4-morpholino-piperidin-1-yl)methanone C1(CCCC1)CNC=1C2=C(N=C(N1)NC1=CC=C(C=3CCOC31)C(=O)N3CCC(CC3)N3CCOCC3)NC=C2C(F)(F)F